(S)-N-methyl-4-((7-oxo-8-(spiro[2.4]heptan-4-yl)-7,8-dihydropyrido[2,3-d]pyrimidin-2-yl)amino)piperidine-1-sulfonamide CNS(=O)(=O)N1CCC(CC1)NC=1N=CC2=C(N1)N(C(C=C2)=O)[C@@H]2C1(CC1)CCC2